tert-butyl (1-(1-(8-hydroxyoctyl)-1H-1,2,3-triazol-4-yl)-2,5,8,11-tetraoxatridecan-13-yl)carbamate OCCCCCCCCN1N=NC(=C1)COCCOCCOCCOCCNC(OC(C)(C)C)=O